N-phenyl-carbamic acid (heptylphenyl) ester C(CCCCCC)C1=C(C=CC=C1)OC(NC1=CC=CC=C1)=O